n-Butanate C(CCC)(=O)[O-]